5'-O-(4,4'-dimethoxytrityl)-2'-deoxycytidine COC1=CC=C(C=C1)C(C2=CC=CC=C2)(C3=CC=C(C=C3)OC)OC[C@@H]4[C@H](C[C@@H](O4)N5C=CC(=NC5=O)N)O